ClC=1C=C(C=CC1Cl)C1=C(C(=NN1)C(F)(F)F)C#N 5-(3,4-dichlorophenyl)-3-(trifluoromethyl)-1H-pyrazole-4-carbonitrile